(3S)-4-(azetidin-1-yl)-3-9H-fluoren-9-ylmethoxycarbonyl(methylamino)-4-oxobutanoic acid N1(CCC1)C([C@H](C(C(=O)O)NC)C(=O)OCC1C2=CC=CC=C2C=2C=CC=CC12)=O